Cl[C]F (chloro)fluorocarbon (ii)